C(C)OC(C(=O)NC=1C(=NC=CC1)NC1CCN(CC1)C(=O)O)=O 4-((3-(2-ethoxy-2-ketoacetamido)pyridin-2-yl)amino)piperidine-1-carboxylic acid